NCCC(C(=O)NC=1C=CC=C2C(=CNC12)C=1C=NNC1)C1=CC=CC=C1 4-amino-2-phenyl-N-[3-(1H-pyrazol-4-yl)-1H-indol-7-yl]butanamide